FC(C1=CC=C(C=C1)N1CCC2=CC(=CC=C12)NC(C=C)=O)(F)F N-(1-(4-(trifluoromethyl)phenyl)indolin-5-yl)acrylamide